C1(CCC1)C1=NN(C2=NC(=CC(=C21)N2CCC(CC2)N2CCOCC2)C(=O)NS(=O)(=O)N2CCOCC2)C2=CC=CC=C2 3-cyclobutyl-N-(morpholine-4-sulfonyl)-4-[4-(morpholine-4-yl)piperidin-1-yl]-1-phenyl-1H-pyrazolo[3,4-b]pyridine-6-carboxamide